2-phenyl-indole dihydrochloride Cl.Cl.C1(=CC=CC=C1)C=1NC2=CC=CC=C2C1